FC=1C(=CC2=C(C(N3[C@@H](CO2)C[C@@H](C3)OC3=NC=C2CCC(NC2=C3)=O)=O)C1OCCN1CCCC1)C (2S,11aR)-7-fluoro-8-methyl-2-((2-oxo-1,2,3,4-tetrahydro-1,6-naphthyridin-7-yl)oxy)-6-(2-(pyrrolidin-1-yl)ethoxy)-2,3,11,11a-tetrahydro-1H,5H-benzo[f]pyrrolo[2,1-c][1,4]oxazepine-5-On